3-ethoxy-4-methoxy-N-((2R)-1-oxo-3-phenyl-1-(6-(pyridin-3-yl)-5,6-dihydropyridin-1(2H)-yl)propan-2-yl)benzamide C(C)OC=1C=C(C(=O)N[C@@H](C(N2CC=CCC2C=2C=NC=CC2)=O)CC2=CC=CC=C2)C=CC1OC